tert-butyl 4-(5-bromo-6-methyl-2-pyridyl)piperazine-1-carboxylate BrC=1C=CC(=NC1C)N1CCN(CC1)C(=O)OC(C)(C)C